2-((6-amino-8-methoxy-9H-purin-2-yl)oxy)ethane-1-ol NC1=C2N=C(NC2=NC(=N1)OCCO)OC